FC(C(=O)O)(F)F.C[C@H]1N(CCOC1)C1=C2C(=C3C(=N1)N(N=C3)C3=NNC=C3)N(CC2)S(=O)(=O)C (R)-3-methyl-4-(1-(methylsulfonyl)-6-(1H-pyrazol-3-yl)-1,2,3,6-tetrahydropyrazolo[3,4-b]pyrrolo[2,3-d]pyridin-4-yl)morpholine trifluoroacetate